C(CCCCC)N1C(C2=CC=CC=C2C(=N1)C(=O)N1CCN(CC1)C1=C(C=C(C=C1)C(F)(F)F)[N+](=O)[O-])=O 2-hexyl-4-[[4-[2-nitro-4-(trifluoromethyl)phenyl]-1-piperazinyl]carbonyl]-1(2H)-phthalazinone